2-(trans-octahydrocyclopenta[c]pyrrol-5-yl)ethan-1-ol hydrochloride Cl.C1NCC2C1CC(C2)CCO